5-((2-(4-((3-(cyanomethyl)-5-methylbenzyl)amino)butoxy)ethyl)amino)benzo[c][2,6]naphthyridine-8-carboxamide C(#N)CC=1C=C(CNCCCCOCCNC2=NC3=C(C4=CN=CC=C24)C=CC(=C3)C(=O)N)C=C(C1)C